4-((5-formylfuran-2-yl)methoxy)-4-oxobutanoic acid C(=O)C1=CC=C(O1)COC(CCC(=O)O)=O